2-methyl-4,6-bis(methyl)-1,3,5-triazine CC1=NC(=NC(=N1)C)C